ClC1=CC(=C(C=C1)C=1C=C(C=C2C(N(C(=NC12)C)C)=O)C1CC(OCC1)C=1C=NN(C1)C1CC1)F 8-(4-chloro-2-fluorophenyl)-6-(2-(1-cyclopropyl-1H-pyrazol-4-yl)tetrahydro-2H-pyran-4-yl)-2,3-dimethylquinazolin-4(3H)-one